O[C@@H](CNC1=NC(=CC(=C1)C=1C=C(C=CC1C)NC(=O)N1C[C@@H](CC1)CC(F)(F)F)N1CCOCC1)C (3S)-N-[3-(2-[[(2R)-2-hydroxypropyl]amino]-6-(morpholin-4-yl)pyridin-4-yl)-4-methylphenyl]-3-(2,2,2-trifluoroethyl)pyrrolidine-1-carboxamide